Cl.C1NCCC12OCCCC2 6-oxa-2-azaspiro[4.5]decane hydrochloride